1,4-bis([2,2'-bipyridyl]-6-yloxy)butane tert-Butyl-4-(thiazolo[5,4-d]thiazol-2-yl)-3,6-dihydropyridine-1(2H)-carboxylate C(C)(C)(C)OC(=O)N1CCC(=CC1)C=1SC=2N=CSC2N1.N1=C(C=CC=C1OCCCCOC1=CC=CC(=N1)C1=NC=CC=C1)C1=NC=CC=C1